acetylacetone platinum salt [Pt].C(C)(=O)CC(C)=O